(3-(pyridin-4-yl)pyrrolidin-1-yl)methanone N1=CC=C(C=C1)C1CN(CC1)C=O